C1(=CC=CC=C1)C1=C(C(=CC=C1)C1=CC=CC=C1)C1=C(C(=NC(=C1N1C2=CC=CC=C2C=2C=CC=CC12)N1C2=CC=CC=C2C=2C=CC=CC12)N1C2=CC=CC=C2C=2C=CC=CC12)N1C2=CC=C(C=C2C=2C=C(C=CC12)N1C2=CC=CC=C2C=2C=CC=CC12)N1C2=CC=CC=C2C=2C=CC=CC12 9'-(4-([1,1':3',1''-terphenyl]-2'-yl)-2,5,6-tri(9H-carbazol-9-yl)pyridin-3-yl)-9'H-9,3':6',9''-tercarbazole